(R)-3-Fluoro-5-(1-(4-oxo-5,6,7,8-tetrahydropyrido[4',3':4,5]thieno[2,3-d]pyrimidin-3(4H)-yl)ethyl)benzonitrile FC=1C=C(C#N)C=C(C1)[C@@H](C)N1C=NC2=C(C1=O)C1=C(S2)CNCC1